FC(C1=CC=C(OC=2C=CC=C3CCN(C23)C(=O)N)C=C1)(F)F 7-(4-(trifluoromethyl)phenoxy)indoline-1-carboxamide